ClC1(C(C12CCN(CC2)C(=O)OC(C)(C)C)C2=NC(=CC=C2)C2=CC=CC=C2)Cl tert-Butyl 1,1-dichloro-2-(6-phenylpyridin-2-yl)-6-azaspiro[2.5]octane-6-carboxylate